OC=1C=C(C=CC1O)N(C(=O)C=1C(=C(C=C(C1)O)CC(=O)O)O)C (3-(3,4-dihydroxyphenyl-methylaminocarbonyl)-2,5-dihydroxyphenyl)acetic acid